(4-(5-bromo-6-methylpyridin-2-yl)-1-methyl-1H-1,2,3-triazol-5-yl)methyl (cyclobutylmethyl)(methyl)carbamate C1(CCC1)CN(C(OCC1=C(N=NN1C)C1=NC(=C(C=C1)Br)C)=O)C